C(C(=C)C)(=O)OCCOCCOC=CC 2-(2'-prop-1-enyloxyethoxy)ethyl methacrylate